8-[[4,8-difluoro-2-[(2R,4S)-4-methoxypyrrolidin-2-yl]-3,5,6,7-tetrahydrocyclopenta[f]benzimidazol-6-yl]methyl]-2-oxo-1-oxa-3,8-diazaspiro[4.5]decan FC1=C2C(=C(C=3N=C(NC31)[C@@H]3NC[C@H](C3)OC)F)CC(C2)CN2CCC3(CNC(O3)=O)CC2